COC=1C=C(C=CC1OCC#C)/C=C/C(=O)O (E)-3-(3-methoxy-4-(prop-2-yn-1-yloxy)phenyl)acrylic acid